O[C@@H]1CN(CC1)CC=1C=C(C(N(C1)CC(F)(F)F)=O)C(=O)NC1=CC(=CC=C1)C(CC1=NN=CN1C)(C)C (S)-5-((3-Hydroxypyrrolidin-1-yl)methyl)-N-(3-(2-methyl-1-(4-methyl-4H-1,2,4-triazol-3-yl)propan-2-yl)phenyl)-2-oxo-1-(2,2,2-trifluoroethyl)-1,2-dihydropyridine-3-carboxamide